C1(=CC=CC2=CC=CC=C12)N=C=S naphthalenyl isothiocyanate